ClC=1C=C(C=CC1)C1(CC1)N 1-(3-chlorophenyl)cyclopropylamine